2,2'-((2-(diethylamino)ethyl)azetidinediyl)bis(1-ethanol) C(C)N(CCC1(N(CC1)CCO)CCO)CC